BrC=1C=CC=2N(C3=CC=C(C=C3C2C1)Br)CCCCCCCCCN1C(NC(C=C1)=O)=O 1-(9-(3,6-dibromo-9H-carbazole-9-yl)nonyl)pyrimidine-2,4(1H,3H)-dione